(3-carbamoyl-oxetan-3-yl)-5-((2-fluorobenzyl)oxy)-2-methylbenzofuran-3-carboxamide C(N)(=O)C1(COC1)C1=C(C=CC2=C1C(=C(O2)C)C(=O)N)OCC2=C(C=CC=C2)F